1-(3-chloropyridin-2-yl)-3,3-difluorocyclobutane-1-carbonitrile ClC=1C(=NC=CC1)C1(CC(C1)(F)F)C#N